COC(C1=NC2=C(N1C1=CC3=C(NC(N3)=O)C=C1)C=CC=C2)(OC)OC 5-[2-(trimethoxymethyl)benzimidazol-1-yl]-1,3-dihydro-benzimidazol-2-one